ONC(CCCCCCC1=CC=C(C=C1)NC1=NC2=CC=CC=C2C(N1)=O)=O N-hydroxy-7-(4-((4-oxo-3,4-dihydroquinazolin-2-yl)amino)phenyl)heptanamide